tert-butyl (R)-4-(2-(2-(2-hydroxyphenyl)-5,6,6a,7,9,10-hexahydro-8H-pyrazino[1',2':4,5]pyrazino[2,3-c]pyridazin-8-yl)pyrimidin-5-yl)piperidine-1-carboxylate OC1=C(C=CC=C1)C=1C=C2C(=NN1)NC[C@H]1N2CCN(C1)C1=NC=C(C=N1)C1CCN(CC1)C(=O)OC(C)(C)C